OC1C2(CCC(C1)(O2)C(C)C)C (±)-2-exo-hydroxy-1-methyl-4-isopropyl-7-oxa-bicyclo[2.2.1]heptane